9,10-difluoro-2,3-dihydro-7H-[1,4]oxazino[2,3,4-ij]quinolin-7-one FC=1C=C2C(C=CN3C2=C(C1F)OCC3)=O